N-[3-[(2,3-dihydroxypropyl)(3-butyloxypropyl)amino]propyl]myristamide (RS)-2-ethylhexyl-2-hydroxybenzoate C(C)[C@@H](COC(C1=C(C=CC=C1)O)=O)CCCC.OC(CN(CCCNC(CCCCCCCCCCCCC)=O)CCCOCCCC)CO |r|